FC1=CC=C2C=C(NC(C2=C1)=O)C 7-fluoro-3-methylisoquinolin-1(2H)-one